FC(CCS(=O)(=O)O)(F)F.N1=CC=CC=C1 pyridine trifluoropropanesulfonate